FC=1C=C(CN2C(=NC=3C2=NC=CC3)CNC(=O)N[C@@H](C)C3=CC=C(C=C3)N3CCOCC3)C=CC1F 1-[3-(3,4-Difluoro-benzyl)-3H-imidazo[4,5-b]pyridin-2-ylmethyl]-3-[(S)-1-(4-morpholin-4-yl-phenyl)-ethyl]-urea